[Tc](=O)(=O)(=O)[O-] Pertechnetat